FC(C=1SC(=CN1)[C@@H]1[C@H](C1)C=1C=2N(N=C(C1)C=1C(NC(NC1)=O)=O)C=CN2)(F)F 5-(8-((1S,2S)-2-(2-(trifluoromethyl)thiazol-5-yl)cyclopropyl)imidazo[1,2-b]pyridazin-6-yl)pyrimidine-2,4(1H,3H)-dione